C1(CC1)S(=O)(=O)N1N=CC(=C1)C1=NC=CC(=N1)C1(NC=C(C(=C1)NC(C)C)C1=NC=C(N=C1)OCCN(C)C)N 2-(2-(1-(Cyclopropylsulfonyl)-1H-pyrazol-4-yl)pyrimidin-4-yl)-5-(5-(2-(dimethylamino)ethoxy)pyrazin-2-yl)-N4-isopropylpyridine-2,4-diamine